(S)-1-(1-(6-ethoxy-5-methoxypyridin-2-yl)-2-(methylsulfonyl)ethyl)-5-(2-fluoro-5-methylphenyl)-1H-benzo[d]imidazol-2(3H)-one C(C)OC1=C(C=CC(=N1)[C@@H](CS(=O)(=O)C)N1C(NC2=C1C=CC(=C2)C2=C(C=CC(=C2)C)F)=O)OC